N(=[N+]=[N-])[C@H](C(=O)N1[C@@H](C[C@H](C1)O)C(=O)N[C@@H](CN1CCOCC1)C1=CC=C(C=C1)C1=C(N=CS1)C(=O)OCC)C1CCOCC1 ethyl 5-(4-((R)-1-((2S,4R)-1-((S)-2-azido-2-(tetrahydro-2H-pyran-4-yl)acetyl)-4-hydroxypyrrolidine-2-carboxamido)-2-morpholinoethyl)phenyl)thiazole-4-carboxylate